C(C)N1[C@H](C=2N=CC=C(C3=CN4C(C(OCCCCC[C@@H](NC1=O)CCC(F)(F)F)=N3)=NC=C4)C2)C (12S,16R)-13-ethyl-12-methyl-16-(3,3,3-trifluoropropyl)-12,13,16,17,18,19,20,21-octa-hydro-6,23-(azeno)-11,7-(metheno)imidazo[2,1-c][1,4,10,13,15]oxatetra-azacyclohenicosin-14(15H)-one